5-[(6-{[4-Carbamoyl-3-(4-ethanesulfonamidophenyl)-1H-pyrazol-5-yl]amino}pyridin-3-yl)oxy]pentanoic acid C(N)(=O)C=1C(=NNC1NC1=CC=C(C=N1)OCCCCC(=O)O)C1=CC=C(C=C1)NS(=O)(=O)CC